2'-Chloro-N-(5-(1-(2,2-difluoroethyl)azetidine-3-carbonyl)-5,6-dihydro-4H-pyrrolo[3,4-d]thiazol-2-yl)-5'-methoxy-6-methyl-[4,4'-bipyridine]-3-carboxamide ClC1=NC=C(C(=C1)C1=C(C=NC(=C1)C)C(=O)NC=1SC2=C(N1)CN(C2)C(=O)C2CN(C2)CC(F)F)OC